2-[4-(morpholin-4-yl)butyl]-4-(thiophen-3-yl)-2,3-dihydropyridazin-3-one N1(CCOCC1)CCCCN1N=CC=C(C1=O)C1=CSC=C1